F[C@H]1CN(CC[C@H]1NC=1C=2N(C=CC1)C(=C(N2)C#CCNC2=NNC=C2C(=O)NC)SC(F)(F)F)C 3-((3-(8-(((3S,4R)-3-fluoro-1-methylpiperidin-4-yl)amino)-3-((trifluoromethyl)thio)imidazo[1,2-a]pyridin-2-yl)prop-2-yn-1-yl)amino)-N-methyl-1H-pyrazole-4-carboxamide